C(C)(C)(C)OC(=O)N1CC(C(CC1)C(C)=O)(F)F.N[C@@H]1[C@H](CC=C(C1)C(=O)N)C1=C(C2=NC(=CC(=C2S1)NCC=1SC=CC1)Cl)C (4s,5s)-5-amino-4-(5-chloro-3-methyl-7-((thiophen-2-ylmethyl)amino)thieno[3,2-b]pyridin-2-yl)cyclohex-1-en-1-carboxamide tert-Butyl-4-acetyl-3,3-difluoro-piperidine-1-carboxylate